C(#N)C1=C(C(=CC=C1)C1CCOC2(CCC2)C1)NC(=O)N1CCC(CC1)(C)C1=NOC(=N1)[C@H]1[C@H](C1)F N-(2-cyano-6-(5-oxaspiro[3.5]nonan-8-yl)phenyl)-4-(5-((1S,2S)-2-fluorocyclopropyl)-1,2,4-oxadiazol-3-yl)-4-methylpiperidine-1-carboxamide